[Si](C)(C)(C(C)(C)C)O[C@H](C[C@H](C(C)C)NCCCCCC)C=1SC=C(N1)C(=O)OCC Ethyl 2-[(1R,3R)-1-[(tert-butyldimethylsilyl)oxy]-3-(hexylamino)-4-methylpentyl]-1,3-thiazole-4-carboxylate